FC1=C(C(=CC2=CC=C(C=C12)C=1CCNCC1)O)N1CC(NS1(=O)=O)=O 5-[1-fluoro-3-hydroxy-7-(1,2,3,6-tetrahydropyridin-4-yl)-2-naphthyl]-1,1-dioxo-1,2,5-thiadiazolidin-3-one